N-(2,6-dichlorobenzoyl)-N'-(methyl)-N'-(4-nitrophenyl)urea ClC1=C(C(=O)NC(=O)N(C2=CC=C(C=C2)[N+](=O)[O-])C)C(=CC=C1)Cl